CC1(N(C[C@@H](C1)CCCNC1=NC(=CC=C1)S(N)(=O)=O)C(=O)OC(C)(C)C)C tert-Butyl (4R)-2,2-dimethyl-4-[3-[(6-sulfamoyl-2-pyridyl)amino]propyl]pyrrolidine-1-carboxylate